(1-(bicyclo[2.2.1]hept-5-ene-2-carbonyl)-4-((tris(4-methoxyphenyl)methoxy)methyl)piperidin-4-yl)methyl (2-cyanoethyl) diisopropylphosphoramidite C(C)(C)N(P(OCC1(CCN(CC1)C(=O)C1C2C=CC(C1)C2)COC(C2=CC=C(C=C2)OC)(C2=CC=C(C=C2)OC)C2=CC=C(C=C2)OC)OCCC#N)C(C)C